C1(CC1)C=1N=C2N(N=C(C=C2N2CC(C(C2)(C)C)(F)F)C=2C(=NC(=NC2)OC)OC)C1F 2-cyclopropyl-8-(3,3-difluoro-4,4-dimethylpyrrolidin-1-yl)-6-(2,4-dimethoxypyrimidin-5-yl)-3-fluoroimidazo[1,2-b]pyridazine